1-(tert-butyl) 3-ethyl 2-(5-(ethoxycarbonyl)-6-methyl-2-(methylthio)pyrimidin-4-yl)-2-fluoromalonate C(C)OC(=O)C=1C(=NC(=NC1C)SC)C(C(=O)OC(C)(C)C)(C(=O)OCC)F